4-n-propylphenyl-bis(2,6-dichlorobenzoyl)phosphine oxide C(CC)C1=CC=C(C=C1)P(C(C1=C(C=CC=C1Cl)Cl)=O)(C(C1=C(C=CC=C1Cl)Cl)=O)=O